ClC=1C=C2C(=NC(=NC2=C(C1C1=CC(=CC2=CC=CC=C12)O)F)OC[C@H]1N(CCC1)C)N1CC2(CN(C2)C(C=C)=O)C1 1-(6-(6-chloro-8-fluoro-7-(3-hydroxynaphthalen-1-yl)-2-(((S)-1-methylpyrrolidin-2-yl)methoxy)quinazolin-4-yl)-2,6-diazaspiro[3.3]heptan-2-yl)prop-2-en-1-one